CN1N=CC(=C1C(F)(F)F)NC1=NC=C(C(=N1)NC1=C2CCNC(C2=CC=C1)=O)C(=O)N 2-{[1-methyl-5-(trifluoromethyl)-1H-pyrazol-4-yl]amino}-4-[(1-oxo-1,2,3,4-tetrahydroisoquinolin-5-yl)amino]pyrimidine-5-carboxamide